O([C@H]1[C@H](O)[C@@H](O)[C@@H](O1)CO)C1=CC=C(C=C1)[N+](=O)[O-] L-4-nitrophenyl alpha-L-arabinofuranoside